FC(CO)(F)C=1C=C(C=CC1)C(C)NC1=NN=C(C2=CC(=C(C=C12)NC)C(=O)N1CCOCC1)C (1-((1-(3-(1,1-difluoro-2-hydroxyethyl)phenyl)ethyl)amino)-4-methyl-7-(methylamino)phthalazin-6-yl)(morpholino)methanone